[Br-].C(CCC)C12C=CC(CC1)C2 butyl-norbornene bromide